C(\C=C\C(=O)O)(=O)O.FC1=CC=C2C=CN(C2=C1)CCN(C)C 2-(6-fluoro-1H-indol-1-yl)-N,N-dimethylethan-1-amine fumarate salt